(S)-N-(3-chloro-4-fluorophenyl)-3-(4-(1,1-difluoroethyl)-6-methylpyridin-2-yl)-N-ethyl-2-oxooxazolidin-4-carboxamide ClC=1C=C(C=CC1F)N(C(=O)[C@H]1N(C(OC1)=O)C1=NC(=CC(=C1)C(C)(F)F)C)CC